1,3-dihexyl 2-[6-({3-[(tert-butoxycarbonyl)amino]propyl}[8-oxo-8-(tridecan-7-yloxy)octyl]amino)hexyl]propanedioate C(C)(C)(C)OC(=O)NCCCN(CCCCCCC(C(=O)OCCCCCC)C(=O)OCCCCCC)CCCCCCCC(OC(CCCCCC)CCCCCC)=O